(R)-3-hydroxypiperidine HCl Cl.O[C@H]1CNCCC1